N-(6-(2-chloro-4-fluorophenyl)-5-(trifluoromethyl)pyridin-2-yl)-6-(3-hydroxyazetidin-1-yl)pyridine-2-sulfonamide ClC1=C(C=CC(=C1)F)C1=C(C=CC(=N1)NS(=O)(=O)C1=NC(=CC=C1)N1CC(C1)O)C(F)(F)F